N[C@@H](COC(C)(C(C)(F)F)C)C1=NC2=C(N1)C=CC(=C2)[C@H](NC(CC2CC(C2)(F)F)=O)C2CC2 |o1:1| N-((R)-(2-((R*)-1-amino-2-((3,3-difluoro-2-methylbutan-2-yl)oxy)ethyl)-1H-benzo[d]imidazol-5-yl)(cyclopropyl)methyl)-2-(3,3-difluorocyclobutyl)acetamide